FC=1C(=NC=CC1)C1=CN=C(S1)NC1=CC2=C(C=N1)N=CN2CCN2C(C(CC2)O)C(=O)N [2-[6-[[5-(3-fluoro-2-pyridyl)thiazol-2-yl]amino]imidazo[4,5-c]pyridin-1-yl]ethyl]-3-hydroxy-pyrrolidine-2-carboxamide